7-oxo-2,6-diazaspiro[3.4]octane-5-carboxamide O=C1NC(C2(CNC2)C1)C(=O)N